FC(C=1N=NN(C1)C1=CC=C(C(=C1CN1C(C2=CC=CC=C2C1=O)=O)F)OC)F 2-(6-(4-(difluoromethyl)-1H-1,2,3-triazol-1-yl)-2-fluoro-3-methoxybenzyl)isoindoline-1,3-dione